NC1=C2C(=NC=N1)N(N=C2C2=NOC(=C2C2=NC=C(C(=N2)C)C2CCN(CC2)C(=O)OCC(=O)OC(C)(C)C)C2CC2)C(C)(C)C (2-tert-butoxy-2-oxo-ethyl) 4-[2-[3-(4-amino-1-tert-butyl-pyrazolo[3,4-d]pyrimidin-3-yl)-5-cyclopropyl-isoxazol-4-yl]-4-methyl-pyrimidin-5-yl]piperidine-1-carboxylate